Methyl 4-(4-((2-((tert-butoxycarbonyl)amino)ethyl)amino)phenyl)butanoate C(C)(C)(C)OC(=O)NCCNC1=CC=C(C=C1)CCCC(=O)OC